C(C)OC(=O)C1=NC(=C(C(=C1Cl)N)F)C1=CC=C2C=CNC2=C1F Ethyl-4-amino-3-chloro-5-fluoro-6-(7-fluoro-1H-indol-6-yl)pyridin-2-carboxylat